difluoro bis-oxalate phosphate P(=O)(O)(O)O.C(C(=O)O)(=O)OF.C(C(=O)O)(=O)OF